SN1N=NC=C1 1-mercapto-1,2,3-triazole